F[C@@H]1CN(CC1)[C@H](CO)C (S)-2-((S)-3-fluoropyrrolidin-1-yl)propanol